N1(CCC1)C(=O)[C@@H]1CN(CC[C@H]1NC(=O)C1=NOC(=C1)C1=C(C=C(C=C1F)F)F)C1C(CCC1)C |o1:6,11| 5-(2,4,6-Trifluoro-phenyl)-isoxazole-3-carboxylic acid [(3R*,4R*)-3-(azetidine-1-carbonyl)-1-(2-methyl-cyclopentyl)-piperidin-4-yl]-amide